C(C)(C)(C)N1N=CC(=C1)C1=C(C=C(C=C1)NC(CC1=C(C=CC=C1)Cl)=O)S(N)(=O)=O N-[4-(1-tert-butyl-1H-pyrazol-4-yl)-3-sulfamoylphenyl]-2-(2-chlorophenyl)acetamide